O1COC2=C1C=CC(=C2)CCCCO 4-(benzo[d][1,3]dioxol-5-yl)butan-1-ol